(R)-tert-butyl 3-((6-(benzyloxy)-7-(1,1-dioxido-4-oxo-1,2,5-thiadiazolidin-2-yl)-8-fluoronaphthalen-2-yl)oxy)pyrrolidine-1-carboxylate C(C1=CC=CC=C1)OC=1C=C2C=CC(=CC2=C(C1N1S(NC(C1)=O)(=O)=O)F)O[C@H]1CN(CC1)C(=O)OC(C)(C)C